FC=1C=C(CNC=2C(C(C2NCC2=CC=C(C=C2)C)=O)=O)C=CC1C1=NOC(=N1)C(F)(F)F 3-((3-fluoro-4-(5-(trifluoromethyl)-1,2,4-oxadiazol-3-yl)benzyl)amino)-4-((4-methylbenzyl)amino)cyclobut-3-ene-1,2-dione